C(C1=CC=CC=C1)OC(=O)NCC(CN(C(OC(C)(C)C)=O)CCCNC(=O)OC(C)(C)C)O tert-Butyl N-[3-(benzyloxycarbonylamino)-2-hydroxy-propyl]-N-[3-(tert-butoxycarbonylamino)propyl]carbamate